FC1=C(C=CC=C1F)C1(CN(CC2=C1N=C(N=C2)NC2CN(C2)C(=O)OC(C)(C)C)C2=CC=CC=C2)C tert-butyl 3-{[8-(2,3-difluorophenyl)-8-methyl-6-phenyl-5,6,7,8-tetrahydropyrido[4,3-d]pyrimidin-2-yl]amino}azetidine-1-carboxylate